C(CCCCCCCCCCCCC)NCCN1CCN(CC1)C(=O)OC(C)(C)C tert-Butyl 4-(2-(tetradecylamino)ethyl)piperazine-1-carboxylate